5-(2-hydroxy-prop-2-yl)thiazole OC(C)(C)C1=CN=CS1